OC(C(=O)N)CCCCCC(=O)N Hydroxy-octanediamide